F[P-](F)(F)(F)(F)F.C(C)N(CC)CCN1CN(C=C1)C 1-(N,N-diethylaminoethyl)-3-methylimidazole hexafluorophosphate